ClC1=C2C(=NC=C1)NC(=C2)C2=CC=NC=C2 4-Chloro-2-(pyridin-4-yl)-1H-pyrrolo[2,3-b]pyridine